2-(1-(2,2-difluoroethyl)-1H-pyrazolo[3,4-b]pyrazin-6-yl)-7-(6-(trifluoromethyl)pyridin-3-yl)-2,7-diazaspiro[4.5]decan-8-one FC(CN1N=CC=2C1=NC(=CN2)N2CC1(CC2)CN(C(CC1)=O)C=1C=NC(=CC1)C(F)(F)F)F